FC1(CNCC[C@H]1CC1CC12N(CCC(C2)C(=O)N)C(=O)C2=NNC(=C2)C2=CC(=NC=C2F)OC)F (((R)-3,3-difluoropiperidin-4-yl)methyl)-4-(5-(5-fluoro-2-methoxypyridin-4-yl)-1H-pyrazole-3-carbonyl)-4-azaspiro[2.5]octane-7-carboxamide